BrC=1C=NN(C1)C1=CC=C(C=C1)N1CCCC1 4-bromo-1-(4-(pyrrolidin-1-yl)phenyl)-1H-pyrazole